C(CCCCCCC)OC(CCCCCCCCC\C=C/C=C)OCCCCCCCC (3Z)-14,14-dioctyloxy-1,3-tetradecadiene